N-oxydiethylene-2-benzothiazolesulfenamide C1COCCN1SC2=NC3=CC=CC=C3S2